NC1=NN2C(N=CC=C2)=C1C(=O)NC(C)C1N(C(C2=C(C=CC=C2C1=O)C#CC=1C=NN(C1)C)=O)C1=CC=CC=C1 2-amino-N-(1-(8-((1-methyl-1H-pyrazol-4-yl)ethynyl)-1,4-dioxo-2-phenyl-1,2,3,4-tetrahydroisoquinolin-3-yl)ethyl)pyrazolo[1,5-a]pyrimidine-3-carboxamide